[N+](=O)([O-])C1=CC=C(C=C1)OC(=O)N1CCC(CC1)C([C@H](O)C=1C=C(C=C2C=NNC12)Cl)(C)C 4-[(2S)-2-(5-chloro-1H-indazol-7-yl)-2-hydroxy-1,1-dimethyl-ethyl]piperidine-1-carboxylic acid (4-nitrophenyl) ester